FC=1SC2=C(C1)C=CC(=C2)C2=NN1C(CN(CC1)C(C=C)=O)=C2C2=C1C(=NC=C2)NC=C1C 1-[2-(2-fluoro-1-benzothiophen-6-yl)-3-(3-methyl-1H-pyrrolo[2,3-b]pyridin-4-yl)-6,7-dihydropyrazolo[1,5-a]pyrazin-5(4H)-yl]prop-2-en-1-one